C(C)C=1N=C(N(C1)C)C1=CC=CC(=N1)N1CCN(CCC1)C1CCN(CC1)C(C)C 1-[6-(4-Ethyl-1-methyl-1H-imidazol-2-yl)pyridine-2-yl]-4-[1-(propan-2-yl)piperidin-4-yl]-1,4-diazepane